dimethoxybenzonitrile COC=1C(=C(C#N)C=CC1)OC